2-(2-fluorophenethyl)-3-methyl-2H-benzo[g]indazole-4,5-dione FC1=C(CCN2N=C3C4=C(C(C(C3=C2C)=O)=O)C=CC=C4)C=CC=C1